1-ethyl-4-(1-(2-fluoro-4-aminophenyl)-2-methyl-propyl)piperazine C(C)N1CCN(CC1)C(C(C)C)C1=C(C=C(C=C1)N)F